Ethyl (3S)-3-((tert-butoxycarbonyl)amino)-3-(5-cyclopropyl-2,4,4'-trifluoro-2'-(hex-5-en-1-yl)-6'-methyl-[1,1'-biphenyl]-3-yl)propanoate C(C)(C)(C)OC(=O)N[C@@H](CC(=O)OCC)C=1C(=C(C=C(C1F)C1CC1)C1=C(C=C(C=C1C)F)CCCCC=C)F